3-{4-[(4-ethoxyphenyl)sulfamoyl]phenyl}-1-(pyridin-3-ylmethyl)urea C(C)OC1=CC=C(C=C1)NS(=O)(=O)C1=CC=C(C=C1)NC(NCC=1C=NC=CC1)=O